2-bromo-N-(4,5-dimethylisoxazol-3-yl)-3-fluorobenzenesulfonamide BrC1=C(C=CC=C1F)S(=O)(=O)NC1=NOC(=C1C)C